S(=O)(=O)(C1=CC=C(C)C=C1)N1CCC(CC1)CC/1=CC(O\C1=C/[Si](C(C)C)(C(C)C)C(C)C)=O (Z)-4-((1-tosylpiperidin-4-yl)methyl)-5-((triisopropylsilyl)methylene)furan-2(5H)-one